3-(1-naphthylamino)propanesulfonic acid sodium salt [Na+].C1(=CC=CC2=CC=CC=C12)NCCCS(=O)(=O)[O-]